4-((4-(1-Isopropyl-1H-pyrazol-4-yl)pyridin-2-yl)((4-(4-methoxy-3-methylphenyl)bicyclo[2.2.2]octan-1-yl)methyl)carbamoyl)cyclohexyl trans-isopropylcarbamate C(C)(C)NC(OC1CCC(CC1)C(N(CC12CCC(CC1)(CC2)C2=CC(=C(C=C2)OC)C)C2=NC=CC(=C2)C=2C=NN(C2)C(C)C)=O)=O